C(C1=CC=CC=C1)N1CCC(CC1)CCN1C(NC(C(=C1C)C(=O)OCC)C1=CC=C(C=C1)OCCCCN1CCCCC1)=O Ethyl 1-(2-(1-benzylpiperidin-4-yl)ethyl)-6-methyl-2-oxo-4-(4-(4-(piperidin-1-yl)butoxy)phenyl)-1,2,3,4-tetrahydropyrimidine-5-carboxylate